diethyl-isopropyl-indium C(C)[In](C(C)C)CC